2-(6-(((1R,3S,5S)-9-azabicyclo[3.3.1]nonan-3-yl)(methyl)amino)pyridazin-3-yl)-4-fluoro-5-(1H-pyrazol-4-yl)phenol [C@H]12CC(C[C@H](CCC1)N2)N(C2=CC=C(N=N2)C2=C(C=C(C(=C2)F)C=2C=NNC2)O)C